(3,3-difluoropyrrolidin-1-yl)-[2,6-dimethoxy-4-[7-(1-methylpyrazol-4-yl)imidazo[1,2-a]pyridin-3-yl]phenyl]methanone FC1(CN(CC1)C(=O)C1=C(C=C(C=C1OC)C1=CN=C2N1C=CC(=C2)C=2C=NN(C2)C)OC)F